C(C)(C)(C)OC=1C=C(C=CC1)B(O)O (3-TERT-BUTOXYPHENYL)BORONIC ACID